OC(=O)C(F)(F)F.CSCCC(=O)N1CCN(CC1)C1=CC=C(C=C1)NC=1N=CC2=C(N1)N(C(C=C2)=O)CCN2CCNCC2 2-((4-(4-(3-(methylthio)propanoyl)piperazin-1-yl)phenyl)amino)-8-(2-(piperazin-1-yl)ethyl)pyrido[2,3-d]pyrimidin-7(8H)-one TFA salt